5-(hydroxymethyl)isophthalic acid OCC=1C=C(C=C(C(=O)O)C1)C(=O)O